(+)-(3aR,6aS)-1-(7,8-dichloro-4-(1H-imidazol-1-yl)quinolin-2-yl)hexahydro-6H-furo[3,4-b]pyrrole-6-one ClC1=CC=C2C(=CC(=NC2=C1Cl)N1[C@H]2[C@@H](CC1)COC2=O)N2C=NC=C2